C(C)OC(C=NNCC1=CC=C(C=C1)OC)=O 2-(2-(4-Methoxybenzyl)hydrazono)acetic acid ethyl ester